(2R,3aR,6R,6aS)-6-(hydroxymethyl)-2-methoxy-6a-methyl-4-oxohexahydro-5H-furo[2,3-c]Pyrrole-5,6-dicarboxylic acid 5-tert-butyl 6-methyl ester COC(=O)[C@@]1(N(C([C@H]2[C@@]1(O[C@H](C2)OC)C)=O)C(=O)OC(C)(C)C)CO